C(C)(C)(C)C1=NN(C2=C(C=CC(=C12)C(C(=O)O)N1CC(C1)OCCCCCC1=NC=2NCCCC2C=C1)F)C 2-(3-(tert-butyl)-7-fluoro-1-methyl-1H-indazol-4-yl)-2-(3-((5-(5,6,7,8-tetrahydro-1,8-naphthyridin-2-yl)pentyl)oxy)azetidin-1-yl)acetic acid